4-hydroxybenzene-1,2-dicarboxylate OC=1C=C(C(=CC1)C(=O)[O-])C(=O)[O-]